C(C1=CC=CC=C1)(C1=CC=CC=C1)=NC(C(=O)OC)C1=CC(N(C=C1C)CC1=CC=C(C=C1)OC)=O methyl 2-(benzhydrylideneamino)-2-[1-[(4-methoxyphenyl)methyl]-5-methyl-2-oxo-4-pyridyl]acetate